C(C)(C)(C)OC(=O)N[C@H](CC1=CNC=N1)C(=O)O Nα-(tert-Butoxycarbonyl)-D-histidine